3-(2-amino-[1,2,4]triazolo[1,5-a]pyridin-7-yl)-2-fluoro-N-(2,2,3-trifluoro-3-(4-fluorophenyl)propyl)-6-(trifluoromethyl)benzamide NC1=NN2C(C=C(C=C2)C=2C(=C(C(=O)NCC(C(C3=CC=C(C=C3)F)F)(F)F)C(=CC2)C(F)(F)F)F)=N1